C(C)(=O)NCC1CCN(CC1)CC1=CC(=NC(=C1)C1=CC(=CC(=C1)C(F)F)Cl)OC=1C=NC(=NC1)N1CCN(CC1)CCC(=O)O 3-(4-(5-((4-((4-(acetamidomethyl)piperidin-1-yl)methyl)-6-(3-chloro-5-(difluoro-methyl)phenyl)pyridin-2-yl)oxy)pyrimidin-2-yl)piperazin-1-yl)propanoic acid